(2-(9,9-diethyl-fluoren-2-yl)-1-phenyl-1H-benzo[d]imidazole) iridium [Ir].C(C)C1(C2=CC=CC=C2C=2C=CC(=CC12)C1=NC2=C(N1C1=CC=CC=C1)C=CC=C2)CC